CN(C(=O)OCC12CN(CC(CC1)C2)C(=O)OC(C)(C)C)C tert-butyl 1-(((dimethylcarbamoyl)oxy)methyl)-3-azabicyclo[3.2.1]octane-3-carboxylate